N-((1R,2S)-2-Acrylamidocyclohexyl)-4-oxo-5-(2-phenylpyridin-4-yl)-4,5-dihydro-3H-1-thia-3,5,8-triazaacenaphthylene-2-carboxamide C(C=C)(=O)N[C@@H]1[C@@H](CCCC1)NC(=O)C=1SC=2N=CC=C3N(C(NC1C23)=O)C2=CC(=NC=C2)C2=CC=CC=C2